C1(=CC=CC=C1)C1=CC=CC2=CC3=CC4=CC=CC=C4C(=C3C=C12)C1=CC=CC=C1 1,11-diphenyl-naphthacene